2-(2-((6-oxo-2-thioxo-1,2,3,6-tetrahydropyrimidin-4-yl)carbamoyl)phenoxy)acetic acid O=C1C=C(NC(N1)=S)NC(=O)C1=C(OCC(=O)O)C=CC=C1